4-(3-((1-(3,5-difluorophenyl)propan-2-yl)amino)propyl)benzamide FC=1C=C(C=C(C1)F)CC(C)NCCCC1=CC=C(C(=O)N)C=C1